C(#C)[C@]1(C(N(CC1)C([2H])([2H])[2H])=O)O |r| racemic-3-ethynyl-3-hydroxy-1-(methyl-d3)pyrrolidin-2-one